C1=CC=C(C(=C1)O)O[C@H]2[C@@H]([C@H]([C@@H]([C@H](O2)C(=O)O)O)O)O The molecule is a glucosiduronic acid that is beta-D-glucuronic acid in which the anomeric hydroxyl hydrogen has been replaced by a 2-hydroxyphenyl group. It has a role as a mouse metabolite. It is a glucosiduronic acid and a member of phenols. It derives from a catechol. It is a conjugate acid of a catechol beta-D-glucuronide(1-).